D-Ribofuranose Tetraacetate C(C)(=O)OC1[C@H](OC(C)=O)[C@H](OC(C)=O)[C@H](O1)COC(C)=O